(Z)-6-chloro-N-hydroxy-4-(trifluoromethyl)picolineimidoyl chloride ClC1=CC(=CC(=N1)/C(=N/O)/Cl)C(F)(F)F